1-(6-amino-4-meth-ylpyridin-3-yl)-6-cyano-7-(5,7-dihydro-6H-pyrrolo[3,4-b]pyridin-6-yl)-4-oxo-1,4-dihydroquinoline-3-carboxylic acid NC1=CC(=C(C=N1)N1C=C(C(C2=CC(=C(C=C12)N1CC2=NC=CC=C2C1)C#N)=O)C(=O)O)C